N-(3-cyano-4-fluorophenyl)pyrrolidine-3-carboxamide C(#N)C=1C=C(C=CC1F)NC(=O)C1CNCC1